allyloxytriazine C(C=C)OC1=NN=NC=C1